C12CC(CC2C1)S(=O)(=O)C1=CC=C(C=C1)C=1C(=NC(=NC1CC)N)N 5-(4-(bicyclo[3.1.0]hexan-3-ylsulfonyl)phenyl)-6-ethylpyrimidine-2,4-diamine